(methylsulfonyl)but-3-en CS(=O)(=O)CCC=C